N1=CC=C(C=2CCC3N(C12)CCNC3)C(=O)N 6,6a,7,8,9,10-hexahydro-5H-pyrazino[1,2-a][1,8]naphthyridine-4-carboxamide